C(CCCCCCC)S(=O)(=O)ON=C(C#N)C1=CC=C(C=C1)OC 2-(octylsulfonyloxyimino)-2-(4-methoxyphenyl)acetonitrile